4-methoxy-7-(1-methyl-6-oxo-1,6-dihydropyridin-3-yl)-N-(3-(methylamino)-3-oxopropyl)-N-(2-(4-methylpiperazin-1-yl)ethyl)benzo[b]thiophene-2-carboxamide COC1=CC=C(C=2SC(=CC21)C(=O)N(CCN2CCN(CC2)C)CCC(=O)NC)C2=CN(C(C=C2)=O)C